4,4'-(2,6-pyridinediyl)bis[1H-1,2,3-triazole-1-propanol] N1=C(C=CC=C1C=1N=NN(C1)CCCO)C=1N=NN(C1)CCCO